CN1CC2(C1)CC(C2)NC=2C=C1C(=CN2)OC(=C1)C#N 5-((2-methyl-2-azaspiro[3.3]heptan-6-yl)amino)furo[2,3-c]pyridine-2-carbonitrile